1-(2,6-difluorophenyl)-4-((4-methylpyridin-2-yl)amino)-1H-pyrazole-3-carboxamide FC1=C(C(=CC=C1)F)N1N=C(C(=C1)NC1=NC=CC(=C1)C)C(=O)N